FC1(CC(C1)(C1=NN=CN1C)C1=CC(=NC(=C1)NCC)N1C(C2=CC(=CC(=C2C1)C(F)(F)F)CNC1(CCC1)C)=O)F 2-(4-(3,3-difluoro-1-(4-methyl-4H-1,2,4-triazol-3-yl)cyclobutyl)-6-(ethylamino)pyridin-2-yl)-6-(((1-methylcyclobutyl)amino)methyl)-4-(trifluoromethyl)isoindolin-1-one